3-phenyl-2-styryl-3H-quinazolin-4-one C1(=CC=CC=C1)N1C(=NC2=CC=CC=C2C1=O)C=CC1=CC=CC=C1